ClC=1C=C(C=2N(N1)C(=NN2)C2CC2)Cl 6,8-dichloro-3-cyclopropyl-[1,2,4]triazolo[4,3-b]pyridazine